3-(N-methylpyrrolidin-2-yl)pyridine CN1C(CCC1)C=1C=NC=CC1